FC(OC1=C(C=C(C=C1)OC=1C=NN(C1)CC1(CN(CCC1)C)O)C1=NN(C=C1NC(=O)C=1C=NN2C1N=CC=C2)C)F N-[3-[2-(difluoromethoxy)-5-[1-[(3-hydroxy-1-methyl-3-piperidyl)methyl]pyrazol-4-yl]oxy-phenyl]-1-methyl-pyrazol-4-yl]pyrazolo[1,5-a]pyrimidine-3-carboxamide